(3S)-3-aminoazepin-2-one hydrochloride Cl.NC=1C(N=CC=CC1)=O